8-methylimidazo[1,2-a]pyrazine-2-carboxylic acid ethyl ester C(C)OC(=O)C=1N=C2N(C=CN=C2C)C1